C(=CC)C=1C=C(C=CC1OC#N)C(C)(C)C1=CC(=C(C=C1)OC#N)C=CC 2,2-bis(3-(1-propenyl)-4-cyanatophenyl)propane